F[P-](F)(F)(F)(F)F.C(#N)C(C(=O)OCC)=NO[C+](N1CCOCC1)N(C)C (1-cyano-2-ethoxy-2-oxoethylidenaminooxy)dimethylaminomorpholino-carbenium hexafluorophosphate